5-(5-fluoro-2-methoxypyridin-4-yl)-1H-pyrazole-3-carbonyl-N-((5S,8r)-2-oxo-1-azaspiro[4.5]decan-8-yl)-8-azabicyclo[3.2.1]octane-3-carboxamide FC=1C(=CC(=NC1)OC)C1=CC(=NN1)C(=O)C12CC(CC(CC1)N2)C(=O)NC2CCC1(CCC(N1)=O)CC2